COC(CCCO)(C)C 4-methoxy-4-methyl-pentanol